OC(CC)C1=CC(=C(C=N1)C=1C=2N(C3=CC(=NC=C3C1)NC(=O)C1CC1)C=NN2)C N-{4-[6-(1-hydroxypropyl)-4-methylpyridin-3-yl]-[1,2,4]triazolo[4,3-a]1,6-naphthyridin-8-yl}cyclopropanecarboxamide